C1(CC(CC(C1)C#N)C#N)C#N 1,3,5-cyclohexanetrinitrile